2-((1-(6-((4-(cyclopropanecarbonyl)-2-fluorobenzyl)oxy)pyridine-2-yl)piperidin-4-yl)methyl)-1-(oxetan-2-ylmethyl)-1H-benzo[d]imidazole-6-carboxylic acid C1(CC1)C(=O)C1=CC(=C(COC2=CC=CC(=N2)N2CCC(CC2)CC2=NC3=C(N2CC2OCC2)C=C(C=C3)C(=O)O)C=C1)F